9-chloro-2-methoxy-6H,7H,8H-cyclopenta[b]1,5-naphthyridin-3-ol ClC1=C2C(=NC3=CC(=C(N=C13)OC)O)CCC2